(E)-N-(2-Aminophenyl)-3-(3-((5-(benzyloxy)-1H-indol-1-yl)sulfonyl)phenyl)acrylamide NC1=C(C=CC=C1)NC(\C=C\C1=CC(=CC=C1)S(=O)(=O)N1C=CC2=CC(=CC=C12)OCC1=CC=CC=C1)=O